ClC=1C=C(C=CC1Cl)/C=C/C(=O)C1=C(C(=C(C=C1OC)O)CC=C(C)C)O (E)-3-(3,4-dichloro-phenyl)-1-[2,4-dihydroxy-6-methoxy-3-(3-methyl-but-2-enyl)-phenyl]-prop-2-en-1-one